COC1=CC=CC(=N1)S(=O)(=O)NC(=O)C=1C(=NC=CC1)N1C(CC(C1)C)(C)C N-[(6-Methoxy-2-pyridyl)sulfonyl]-2-(2,2,4-trimethylpyrrolidin-1-yl)pyridin-3-carboxamid